(R)-2-(3-((6-(2-(ethoxymethoxy)-4-ethynylphenyl)-5-methylpyridazin-3-yl)amino)piperidine-1-yl)ethan-1-ol C(C)OCOC1=C(C=CC(=C1)C#C)C1=C(C=C(N=N1)N[C@H]1CN(CCC1)CCO)C